[N+](=O)([O-])C1=C2C(N(C(C2=CC=C1)=O)[C@H](C(=O)O)CC=1SC=CC1)=O (S)-2-(4-nitro-1,3-dioxoisoindolin-2-yl)-3-(thiophen-2-yl)propanoic acid